6-chloro-5-(2-methoxy-6-[8-oxa-2-azaspiro[4.5]decan-2-yl]pyridin-3-yl)-1H-indole-3-carboxylic acid ClC1=C(C=C2C(=CNC2=C1)C(=O)O)C=1C(=NC(=CC1)N1CC2(CC1)CCOCC2)OC